2-((5-fluoro-6-methoxypyridin-3-yl)methyl)-6-(2-(2,2,2-trifluoroethoxy)pyrimidin-5-yl)pyridazine-3(2H)-one FC=1C=C(C=NC1OC)CN1N=C(C=CC1=O)C=1C=NC(=NC1)OCC(F)(F)F